2-[2-[2-[2-[2-(2-trimethylsilylethoxycarbonylamino)ethoxy]ethoxy]ethoxy]ethoxy]ethyl 4-methylbenzenesulfonate CC1=CC=C(C=C1)S(=O)(=O)OCCOCCOCCOCCOCCNC(=O)OCC[Si](C)(C)C